Cl.C(C)(C)(C)OC([C@H](N)CC(=O)OC(C)(C)C)=O di-tert-butyl-D-aspartate hydrochloride salt